5-(chloromethyl)-2-methyl-oxazole ClCC1=CN=C(O1)C